CN1N=NC(=C1NC(O[C@H](C)C=1C(=NC=C(C1)F)F)=O)C1=NC=C(C=C1)NC(=O)C=1C=NC(=NC1)C(F)(F)F (R)-1-(2,5-difluoropyridin-3-yl)ethyl (1-methyl-4-(5-(2-(trifluoromethyl) pyrimidine-5-carboxamido) pyridin-2-yl)-1H-1,2,3-triazol-5-yl)carbamate